FC1=CC=C(C=C1)C=1N=C(C=2N(C1C=1C=C3C(=CC=NC3=CC1)C)N=NN2)N 6-(4-fluorophenyl)-5-(4-methylquinolin-6-yl)tetrazolo[1,5-a]pyrazin-8-amine